N-(2-(2-(4-fluoropiperidin-1-yl)ethoxy)ethyl)-4-((3-(4-methoxy-phenyl)imidazo[1,2-a]pyrazin-8-yl)amino)-2-methylbenzamide FC1CCN(CC1)CCOCCNC(C1=C(C=C(C=C1)NC=1C=2N(C=CN1)C(=CN2)C2=CC=C(C=C2)OC)C)=O